2-(((tert-butyldimethylsilyl)oxy)methyl)pyrimidine isopropyl-((S)-(((R)-1-(4-amino-2-(ethoxymethyl)-1H-imidazo[4,5-c]quinolin-1-yl)propan-2-yl)oxy)(phenoxy)phosphoryl)-L-alaninate C(C)(C)N([C@@H](C)C(=O)O)[P@@](=O)(OC1=CC=CC=C1)O[C@@H](CN1C(=NC=2C(=NC=3C=CC=CC3C21)N)COCC)C.[Si](C)(C)(C(C)(C)C)OCC2=NC=CC=N2